O[C@@H]1C[C@H](CN(C1)C(C)C)OC=1C=C2CN(C(C2=CC1)=O)C1C(NC(CC1)=O)=O 3-(5-(((3R,5R)-5-hydroxy-1-isopropylpiperidin-3-yl)oxy)-1-oxoisoindolin-2-yl)piperidine-2,6-dione